N-lauroyl-L-Glutamic acid 2-octyldodecyl ester C(CCCCCCC)C(COC([C@@H](NC(CCCCCCCCCCC)=O)CCC(=O)O)=O)CCCCCCCCCC